C(C)OC([C@@H](N(C(CCCCCCC)=O)C(CCCCCCC)=O)C)=O N,N-dioctanoyl-alanine ethyl ester